(E)-N-(2,2-dimethyl-2H-benzopyran-6-yl)-3-(4-methoxyphenyl)acrylamide CC1(OC2=C(C=C1)C=C(C=C2)NC(\C=C\C2=CC=C(C=C2)OC)=O)C